C1(CCCC1)C1=NC=C(C(=N1)OC1=CC(=CC=C1)F)C(=O)NC\C=C\S(=O)(=O)C (E)-2-cyclopentyl-4-(3-fluorophenoxy)-N-(3-(methylsulfonyl)allyl)pyrimidine-5-carboxamide